NC1=C(C=CC(=C1)NCC1=CC=C(C=C1)O)NC([C@H]([C@@H](CCCC)F)F)=O (2R,3R)-N-(2-Amino-4-((4-hydroxybenzyl)amino)phenyl)-2,3-difluoroheptanamid